butylpyrenemethanol C(CCC)C1=C(C2=CC=C3C=CC=C4C=CC(=C1)C2=C43)CO